C(C)N1CCO[Si]12OCCN2CC 4,9-diethyl-1,6-dioxa-4,9-diaza-5-sila-spiro[4.4]nonane